tert-butyl ((6-chloropyridin-3-yl)methyl)carbamate ClC1=CC=C(C=N1)CNC(OC(C)(C)C)=O